FC(C1=NC2=C(N1)C=CC=C2)F 2-(difluoromethyl)-1H-benzimidazole